(S)-TERT-BUTYL 6'-CHLORO-5-(((1R,2S)-2-(3-OXOPROPYL)CYCLOBUTYL)METHYL)-3',4,4',5-TETRAHYDRO-2H,2'H-SPIRO[BENZO[B][1,4]OXAZEPINE-3,1'-NAPHTHALENE]-7-CARBOXYLAT ClC=1C=C2CCC[C@]3(C2=CC1)CN(C1=C(OC3)C=CC(=C1)C(=O)OC(C)(C)C)C[C@H]1[C@@H](CC1)CCC=O